(E)-2-(4-phenoxyphenyl)-8-(1-(4,4,4-trifluoro-but-2-enoyl)piperidin-4-yl)-5,6,7,8-tetrahydroimidazo[1,2-b]pyridazine-3-carboxamide O(C1=CC=CC=C1)C1=CC=C(C=C1)C=1N=C2N(NCCC2C2CCN(CC2)C(\C=C\C(F)(F)F)=O)C1C(=O)N